N-(4-(((3,5-dicyano-4-ethyl-6-(4-methyl-1,4-diazepan-1-yl)pyridin-2-yl)Thio)methyl)phenyl)acetamide C(#N)C=1C(=NC(=C(C1CC)C#N)N1CCN(CCC1)C)SCC1=CC=C(C=C1)NC(C)=O